sodium 1-[1-hydroxynaphthylazo]-6-nitro-2-naphthol OC1(CC=CC2=CC=CC=C12)N=NC1=C(C=CC2=CC(=CC=C12)[N+](=O)[O-])O.[Na]